N-[(1R)-2-[(3-aminocyclobutyl)amino]-1-methyl-2-oxo-ethyl]-4-[[3-[1-(cyanomethyl)-3-(trifluoromethyl)pyrazol-4-yl]imidazo[1,2-a]pyrazin-8-yl]amino]-2-ethyl-benzamide NC1CC(C1)NC([C@@H](C)NC(C1=C(C=C(C=C1)NC=1C=2N(C=CN1)C(=CN2)C=2C(=NN(C2)CC#N)C(F)(F)F)CC)=O)=O